C(CCC)NC=1C=2C(N=C(N1)Cl)=CN(N2)CC2=C(C=C(CN(C(OC(C)(C)C)=O)C)C=C2OC)OC tert-butyl (4-((7-(butylamino)-5-chloro-2H-pyrazolo[4,3-d]pyrimidin-2-yl)methyl)-3,5-dimethoxybenzyl)(methyl)carbamate